[F-].C(CCCCCCC)[N+]1(CCCC1)C 1-octyl-1-methylpyrrolidinium fluoride